COC1=C(C=C(C=C1O)C(=O)OC)O Methyl-4-O-methylgallate